(2S,4S)-1-Benzyl 2-methyl 4-azidopyrrolidine-1,2-dicarboxylate N(=[N+]=[N-])[C@H]1C[C@H](N(C1)C(=O)OCC1=CC=CC=C1)C(=O)OC